6-(2-(4-chloro-3-fluorophenyl)-2-hydroxyacetyl)-2-(1-phenylcyclopropyl)-5,6,7,8-tetrahydropyrido[4,3-d]pyrimidin-4(3H)-one ClC1=C(C=C(C=C1)C(C(=O)N1CC2=C(N=C(NC2=O)C2(CC2)C2=CC=CC=C2)CC1)O)F